BrC1=C(C=CC=C1CC)S(=O)(=O)NC=1C=C2C(N(C(C2=CC1)=O)C1C(NC(CC1)=O)=O)=O 2-bromo-N-[2-(2,6-dioxo-3-piperidyl)-1,3-dioxo-isoindolin-5-yl]-3-ethyl-benzenesulfonamide